(2-(1-cyclopropylethyl)-6-(1-methoxy-1-oxopropan-2-yl)phenoxy)methylphosphate sodium [Na+].C1(CC1)C(C)C1=C(OCOP(=O)([O-])[O-])C(=CC=C1)C(C(=O)OC)C.[Na+]